3-Bromo-5-isopropyl-6-methylpyridin-2-ol BrC=1C(=NC(=C(C1)C(C)C)C)O